C(#N)C[C@H]1CN(CCN1C(C=C)=O)C1=CC(=NC(=N1)C=1C=CC=C2C=NN(C12)C)C(=O)NC1=CC(=CC2=CC=CC=C12)O 6-[(3S)-3-(cyanomethyl)-4-prop-2-enoyl-piperazin-1-yl]-N-(3-hydroxy-1-naphthyl)-2-(1-methylindazol-7-yl)pyrimidine-4-carboxamide